BrC=1C2=C(C(=NC1)OC)N(N=N2)C(C)C 7-bromo-3-isopropyl-4-methoxy-3H-[1,2,3]Triazolo[4,5-c]Pyridine